rac-N-{(3S,4S)-7-ethyl-4-[(3-ethylphenyl)methyl]-6-oxo-1,3,4,6-tetrahydro-2H-quinolizin-3-yl}methanesulfonamide C(C)C=1C(N2[C@H]([C@H](CCC2=CC1)NS(=O)(=O)C)CC1=CC(=CC=C1)CC)=O |r|